C(C1=CC=CC=C1)N1C[C@@H](CCC1)C1=CC=NC=2N1N=C(C2CNCC2CCOCC2)C (R)-1-(7-(1-benzylpiperidin-3-yl)-2-methylpyrazolo[1,5-a]pyrimidin-3-yl)-N-((tetrahydro-2H-pyran-4-yl)methyl)methylamine